(R)-2-amino-3-((2-((((2-azidobenzyl)oxy)carbonyl)amino)ethyl)selanyl)-2-methylpropanoic acid N[C@](C(=O)O)(C[Se]CCNC(=O)OCC1=C(C=CC=C1)N=[N+]=[N-])C